4-(4-methylpiperazin-1-yl)phenylboronic acid pinacol ester CN1CCN(CC1)C1=CC=C(C=C1)B1OC(C)(C)C(C)(C)O1